perfluorooctyl-trimethoxyl-silane FC(O[Si](OC(F)(F)F)(OC(F)(F)F)C(C(C(C(C(C(C(C(F)(F)F)(F)F)(F)F)(F)F)(F)F)(F)F)(F)F)(F)F)(F)F